CC([C@H]1CC[C@H]2[C@@H]3C=CC4=CC(CC[C@@]4(C)[C@@H]3CC[C@]12C)=O)=O 9β,10α-pregna-4,6-diene-3,20-dione